OC(=O)C(F)(F)F.ClC1=C(C=C(OCC2=NN=C(O2)N2CC(C2)N)C=C1)F 1-(5-((4-chloro-3-fluorophenoxy)methyl)-1,3,4-oxadiazol-2-yl)azetidin-3-amine TFA salt